FC(OC1=CC(=C(C=C1)[C@H](C(C)C)N1C[C@@H](N(C[C@H]1C)C=1C=2N=C(N(C2N2C(N1)=NN=C2)C[C@H]2OCCC2)C)C)F)F 4-((2S,5R)-4-((S)-1-(4-(Difluoromethoxy)-2-fluorophenyl)-2-methylpropyl)-2,5-dimethylpiperazin-1-yl)-2-methyl-1-(((S)-tetrahydrofuran-2-yl)methyl)-1H-[1,2,4]triazolo[3,4-b]purine